OC1=C(C=C(C(=C1)S(=O)(=O)O)O)CNCC1=CC(=C(C(=O)O)C=C1O)O 4-((2,5-dihydroxy-4-sulfophenylmethylamino)methyl)-2,5-dihydroxybenzoic acid